tert-butyl ((5-(4-amino-1-(4-(difluoromethyl)-2,6-dimethylphenyl)-6-oxo-1,6-dihydropyrimidine-5-carboxamido)pyridin-3-yl)methyl)(methyl)carbamate NC=1N=CN(C(C1C(=O)NC=1C=C(C=NC1)CN(C(OC(C)(C)C)=O)C)=O)C1=C(C=C(C=C1C)C(F)F)C